tert-butyl (S)-5-[3-(2-ethoxy-2-oxoethoxy)pyrrolidin-1-yl]picolinate C(C)OC(CO[C@@H]1CN(CC1)C=1C=CC(=NC1)C(=O)OC(C)(C)C)=O